tert-butyl 1-oxo-6-azaspiro[3.3]heptane-6-carboxylate O=C1CCC12CN(C2)C(=O)OC(C)(C)C